C(C)(C)(C)OC(=O)N1C[C@@H](NCC1)C (S)-3-Methyl-piperazine-1-carboxylic acid tert-butyl ester